CC1=CNC2=CC(=CC=C12)C(=O)O 3-methyl-1H-indole-6-carboxylic acid